3-chloro-N'-[(4-methoxyphenyl)methyl]pyrazine-2-carbohydrazide ClC=1C(=NC=CN1)C(=O)NNCC1=CC=C(C=C1)OC